N-(4-(2-amino-4,5-dimethylthiophene-3-carbonyl)phenyl)acetamide NC=1SC(=C(C1C(=O)C1=CC=C(C=C1)NC(C)=O)C)C